7-((1H-tetrazol-5-yl)methyl)-2-amino-9-((2R,3S,4S,5R)-4-fluoro-3-hydroxy-5-(hydroxymethyl)tetrahydrofuran-2-yl)-7,9-dihydro-8H-purin-8-on N1N=NN=C1CN1C(N(C2=NC(=NC=C12)N)[C@@H]1O[C@@H]([C@H]([C@H]1O)F)CO)=O